CC=1N(C(=NN1)SCCCCOC1=C(OC2=CC(=CC(=C2C1=O)OC)OC)C1=CC(=C(C(=C1)OC)OC)OC)N=CC1=CC(=C(C=C1)C)C 3-(4-((5-methyl-4-((3,4-dimethylbenzylidene)amino)-4H-1,2,4-triazol-3-yl)thio)butoxy)-5,7-dimethoxy-2-(3,4,5-trimethoxyphenyl)-4H-chromen-4-one